(+)-beta-(3,4-dihydroxyphenyl)-lactic acid OC=1C=C(C=CC1O)CC(C(=O)O)O